2-((2-(5-acetamidopyridin-3-yl)benzo[d]thiazol-5-yl)oxy)-N-methylacetamide C(C)(=O)NC=1C=C(C=NC1)C=1SC2=C(N1)C=C(C=C2)OCC(=O)NC